2-(8-chloro-2-methylimidazo[1,2-a]pyridin-6-yl)-7-[(3S)-3,4-dimethylpiperazin-1-yl]-4H-pyrido[1,2-a]pyrimidin-4-one ClC=1C=2N(C=C(C1)C=1N=C3N(C(C1)=O)C=C(C=C3)N3C[C@@H](N(CC3)C)C)C=C(N2)C